FC1(CC(C1)N1C=NC(=C1C=1OC=C(N1)C(=O)NC1=C(C=C(C=C1)C1COC1)F)C1=CC=C(C=C1)F)F 2-(1-(3,3-difluorocyclobutyl)-4-(4-fluorophenyl)-1H-imidazol-5-yl)-N-(2-fluoro-4-(oxetan-3-yl)phenyl)oxazole-4-carboxamide